OC(CN1N=CC(=C1)C1=C(C=2C(=NC=C3C2N(C(N3C)=O)C3CCC(CC3)NC(C)=O)N1)C=1C=C3C=NN(C3=CC1)C)(C)C N-(4-(7-(1-(2-Hydroxy-2-methylpropyl)-1H-pyrazol-4-yl)-3-methyl-8-(1-methyl-1H-indazol-5-yl)-2-oxo-3,6-dihydroimidazo[4,5-d]pyrrolo[2,3-b]pyridin-1(2H)-yl)cyclohexyl)acetamid